OCC1C(CC(CO1)O)O 6-(hydroxymethyl)oxane-3,5-diol